N-((2-methylquinolin-6-yl)methyl)-1-(oxetan-3-yl)piperidin-4-amine CC1=NC2=CC=C(C=C2C=C1)CNC1CCN(CC1)C1COC1